BrC=1C=CC(=C(C1)NC(OC)=O)C#N Methyl (5-bromo-2-cyanophenyl)carbamate